CC1CN(CCN1)C1=CC=C(N=N1)C1=NC=C(C=C1O)NCC=1C=CC=C2C=CC=NC12 2-[6-(3-methylpiperazin-1-yl)pyridazin-3-yl]-5-{[(quinolin-8-yl)methyl]amino}pyridin-3-ol